C(C)(C)C1=C(C(=CC=C1)C(C)C)NC=NC1=C(C=CC=C1C(C)C)C(C)C N,N'-bis(2,6-diisopropylphenyl)formamidine